CN(CCN(C1=C(C=C(C(=C1)OCC(F)(F)F)NC1=NC=NC(=N1)N1CC(C2=NC(=CC=C21)C)(C)C)[N+](=O)[O-])C)C N1-(2-(dimethylamino)ethyl)-N1-methyl-2-nitro-5-(2,2,2-trifluoroethoxy)-N4-(4-(3,3,5-trimethyl-2,3-dihydro-1H-pyrrolo[3,2-b]pyridin-1-yl)-1,3,5-triazin-2-yl)benzene-1,4-diamine